β-arabinose O[C@H]1[C@@H](O)[C@H](O)[C@H](O)CO1